(E)-4-methylcinnamic acid CC1=CC=C(/C=C/C(=O)O)C=C1